Cl.CC1CN(CCC1)CCC(=O)C=1C(OC2=CC(=CC(=C2C1)C)O)=O 3-(3-(3-methylpiperidinyl)propionyl)-5-methyl-7-hydroxycoumarin hydrochloride